4-((7-(piperidin-4-yl)benzo[d][1,3]dioxol-4-yl)oxy)piperidine N1CCC(CC1)C1=CC=C(C2=C1OCO2)OC2CCNCC2